C(\C=C/CCC)O (Z)-2-Hexen-1-Ol